methyl 4-amino-7-fluoro-1-methyl-1H-pyrazolo[4,3-c]quinolin-8-carboxylate NC1=NC=2C=C(C(=CC2C2=C1C=NN2C)C(=O)OC)F